ClC=1C=C(C=C(C1)S(=O)(=O)C)NC(=O)C=1SC(=C(C1)C1=NC=C(C=N1)NC)C N-(3-chloro-5-methylsulfonylphenyl)-5-methyl-4-[5-(methylamino)pyrimidin-2-yl]thiophene-2-carboxamide